(4-(1-(5-(2-((3,5-difluorobenzyl)amino)pyrimidin-5-yl)-1,3,4-oxadiazol-2-yl)azetidin-3-yl)-1H-1,2,3-triazol-1-yl)methyl pivalate C(C(C)(C)C)(=O)OCN1N=NC(=C1)C1CN(C1)C=1OC(=NN1)C=1C=NC(=NC1)NCC1=CC(=CC(=C1)F)F